FC=1C(=CC2=C(NC(N2C)=O)C1)N1CCN(CC1)C(=O)OC(C)(C)C tert-butyl 4-(6-fluoro-3-methyl-2-oxo-2,3-dihydro-1H-benzo[d]imidazole-5-yl)piperazine-1-carboxylate